3-(3-((2-(5-((4,6-difluoro-1H-indol-5-yl)oxy)-2-fluorophenyl)-1H-imidazol-4-yl)(hydroxy)methyl)phenyl)propanoic acid FC1=C2C=CNC2=CC(=C1OC=1C=CC(=C(C1)C=1NC=C(N1)C(C=1C=C(C=CC1)CCC(=O)O)O)F)F